BrC1=CC=C(C(=N1)C)S(=O)(=O)N1CC2(CN(C2)C(=O)OC(C)(C)C)C1 tert-butyl 6-((6-bromo-2-methylpyridin-3-yl)sulfonyl)-2,6-diazaspiro[3.3]heptane-2-carboxylate